N-(4-(4-((4-bromo-2-fluorophenyl)sulfonamido)phenyl)-1H-pyrrolo[2,3-b]pyridin-6-yl)cyclopropylcarboxamide BrC1=CC(=C(C=C1)S(=O)(=O)NC1=CC=C(C=C1)C1=C2C(=NC(=C1)NC(=O)C1CC1)NC=C2)F